C1(CC1)C=1N=CC=2C=C3C(=C(C2C1)S(=O)(=O)NCC(C)(C)F)C[C@@H](C3)NC3=CC(N(C=C3)C=3OC(=NN3)C)=O (7R)-3-cyclopropyl-N-(2-fluoro-2-methylpropyl)-7-[[1-(5-methyl-1,3,4-oxadiazol-2-yl)-2-oxopyridin-4-yl]amino]-7,8-dihydro-6H-cyclopenta[g]isoquinoline-5-sulfonamide